ClC=1C=CC2=C(CC(CC=3N2C(=NN3)[C@H]3CN(CC3)CC=3C=NC=CC3)OC)C1 8-chloro-5-methoxy-1-[(3R)-1-(pyridin-3-ylmethyl)pyrrolidin-3-yl]-5,6-dihydro-4H-[1,2,4]triazolo[4,3-a][1]benzazepine